N-(6-amino-5-methyl-3-pyridyl)-2-[(2S,5R)-2-[4-(methanesulfonamido)phenyl]-5-methyl-1-piperidyl]-2-oxo-acetamide NC1=C(C=C(C=N1)NC(C(=O)N1[C@@H](CC[C@H](C1)C)C1=CC=C(C=C1)NS(=O)(=O)C)=O)C